COC1=CC=CC(=C1C1=C(C=CC=C1OC)P(C1=CC=CC=C1)C1=CC=CC=C1)P(C1=CC=CC=C1)C1=CC=CC=C1 (6,6'-dimethoxy-[1,1'-biphenyl]-2,2'-diyl)bis(diphenylphosphine)